N1=C(C=CC=C1)OCC(C)N pyridinoxypropan-2-amine